2-[3-(3-chloro-5-fluorophenyl)ureido]-N-propylbenzamide ClC=1C=C(C=C(C1)F)NC(NC1=C(C(=O)NCCC)C=CC=C1)=O